3-(4-(2-(3-(4-chloro-7,7-dimethyl-5-oxo-5,7-dihydroindolo[1,2-a]quinazolin-9-yl)cyclohexyl)-2,8-diazaspiro[4.5]decan-8-yl)-2,6-difluorophenyl)piperidine-2,6-dione ClC=1C=2C(N=C3N(C2C=CC1)C1=CC=C(C=C1C3(C)C)C3CC(CCC3)N3CC1(CC3)CCN(CC1)C1=CC(=C(C(=C1)F)C1C(NC(CC1)=O)=O)F)=O